2-amino-5-chloro-3,N-dimethylbenzamide NC1=C(C(=O)NC)C=C(C=C1C)Cl